8-(3-chloro-2-(trifluoromethyl)phenyl)-9-(2-fluoro-4-((1-(3-fluoropropyl)azetidin-3-yl)methyl)phenyl)-6,7-dihydro-5H-benzo[7]annulene-3-carboxylic acid hydrochloride Cl.ClC=1C(=C(C=CC1)C=1CCCC2=C(C1C1=C(C=C(C=C1)CC1CN(C1)CCCF)F)C=CC(=C2)C(=O)O)C(F)(F)F